tert-Butyl 4-[[[6-[[2-chloro-6-[3-[2-[1-(trifluoromethyl)cyclopropyl] ethoxy]pyrazol-1-yl]pyridine-3-carbonyl]sulfamoyl]-2-pyridyl]amino]methyl]-2,2-dimethyl-pyrrolidine-1-carboxylate ClC1=NC(=CC=C1C(=O)NS(=O)(=O)C1=CC=CC(=N1)NCC1CC(N(C1)C(=O)OC(C)(C)C)(C)C)N1N=C(C=C1)OCCC1(CC1)C(F)(F)F